C1(CC1)C(CC1=CC(=NO1)C)=O 1-cyclopropyl-2-(3-methyl-1,2-oxazol-5-yl)ethan-1-one